ClC=1C=CC(=NC1)O[C@@H]1C[C@H](N(C1)C(=O)OCC1=CC=CC=C1)COC(F)F benzyl (2S,4R)-4-((5-chloropyridin-2-yl)oxy)-2-((difluoromethoxy)methyl)pyrrolidine-1-carboxylate